C1(CCCC1)C1=CC=NC=2N1N=CC2 7-cyclopentylpyrazolo[1,5-a]pyrimidine